C(C)SC1=NC(=C(C=C1F)I)F 2-(ethylsulfanyl)-3,6-difluoro-5-iodopyridine